CC=1C(=CC=2OCC[C@H]3N(C2N1)CCNC3)C (R)-2,3-dimethyl-6,7,7a,8,10,11-hexahydro-9H-pyrazino[1,2-d]pyrido[3,2-b][1,4]oxazepin